F[C@H]1C[C@H](N2N=C(N=C21)C(=O)C2(CC2)C)C2=CC=CC=C2 |r| (rac-(5S,7S)-7-fluoro-5-phenyl-6,7-dihydro-5H-pyrrolo[1,2-b][1,2,4]triazol-2-yl)-(1-methylcyclopropyl)methanone